COC(NC1=CC(=C(C=C1)C=1N=C(N(C1)COCC[Si](C)(C)C)[C@H](CC=C)NC(=O)OC(C)(C)C)O)=O {4-[2-((S)-1-tert-Butoxycarbonylamino-but-3-enyl)-1-(2-trimethylsilyl-ethoxymethyl)-1H-imidazol-4-yl]-3-hydroxy-phenyl}-carbamic acid methyl ester